C(CCC)C1=NC=2C(=C(N=NC2Cl)Cl)N1C 2-butyl-4,7-dichloro-1-methyl-1H-imidazo[4,5-d]pyridazine